ClC=1C=C(C(=C(C1)O)C1=CC=C2C(=N1)N=C(O2)N2CC1=CC=CC=C1C2)C 5-Chloro-2-(2-isoindolin-2-yloxazolo[4,5-b]pyridin-5-yl)-3-methyl-phenol